ClC1=C(C=CC=C1Cl)S(=O)(=O)NC1=CC=C2CC(NC2=C1)=O 2,3-dichloro-N-(2-oxoindolin-6-yl)benzenesulfonamide